1-(3-(difluoromethyl)-2-fluorophenyl)ethane-1-one FC(C=1C(=C(C=CC1)C(C)=O)F)F